2-fluoro-2-[rac-(5s,7s)-7-fluoro-5-phenyl-6,7-dihydro-5H-pyrrolo[1,2-b][1,2,4]triazol-2-yl]acetonitrile FC(C#N)C=1N=C2N(N1)[C@@H](C[C@@H]2F)C2=CC=CC=C2 |r|